4-azidomethylpyrrolidin-2-one N(=[N+]=[N-])CC1CC(NC1)=O